2-Phenetyl 3-deoxy-3-[4-(3,4,5-trifluorophenyl)-1H-1,2,3-triazol-1-yl]-1-thio-α-D-galactopyranoside FC=1C=C(C=C(C1F)F)C=1N=NN(C1)[C@@H]1[C@H]([C@@H](SC2=C(C=CC=C2)OCC)O[C@@H]([C@@H]1O)CO)O